2-(5-(((3R,4S,5R)-3,4-dihydroxy-5-methoxy-6,6-dimethyltetrahydro-2H-pyran-2-yl)oxy)-4'-(trifluoromethyl)-[1,1'-biphenyl]-2-yl)ethyl-acetamide O[C@H]1C(OC([C@@H]([C@H]1O)OC)(C)C)OC=1C=CC(=C(C1)C1=CC=C(C=C1)C(F)(F)F)CCCC(=O)N